tert-butyl 3-(5-(4-((5-methyl-1-(tetrahydro-2H-pyran-2-yl)-1H-pyrazol-3-yl)amino)furo[3,2-d]pyrimidin-2-yl)pyridin-2-yl)-3,6-diazabicyclo[3.1.1]heptane-6-carboxylate CC1=CC(=NN1C1OCCCC1)NC=1C2=C(N=C(N1)C=1C=CC(=NC1)N1CC3N(C(C1)C3)C(=O)OC(C)(C)C)C=CO2